2-chloro-4-[(4-methylpentyl)amino]pyrimidin-5-carboxamide ClC1=NC=C(C(=N1)NCCCC(C)C)C(=O)N